7-(7H-pyrrolo[2,3-d]pyrimidin-5-yl)-3,4-dihydro-2H-thieno[3,4-b][1,4]oxazine-5-carboxamide N1=CN=CC2=C1NC=C2C=2SC(=C1C2OCCN1)C(=O)N